S(=O)(=O)(C1=C(C(=O)O)C=CC=C1)C1=C(C(=O)O)C=CC=C1 sulfonylbisbenzoic acid